BrC1=CC=C2C(=NC(=NC2=C1F)Cl)N([C@H]1[C@H](N(CC1)C(=O)OC(C)(C)C)C)CC tert-butyl (2R,3R)-3-((7-bromo-2-chloro-8-fluoroquinazolin-4-yl)(ethyl)amino)-2-methylpyrrolidine-1-carboxylate